O1C(=CC=C1)C=1OC=CC1 2-(2-furyl)-furan